CC1=C2C(=C(N(C2=CC=C1)C)C)CCCCCCCO trimethyl-1h-indol-3-heptanol